(E)-1-(3-(4-((4-([1,2,4]triazolo[1,5-a]pyridin-7-yloxy)-3-methylphenyl)amino)pyrrolo[2,1-f][1,2,4]triazin-5-yl)-8-azabicyclo[3.2.1]octan-8-yl)-4-(dimethylamino)but-2-en-1-one N=1C=NN2C1C=C(C=C2)OC2=C(C=C(C=C2)NC2=NC=NN1C2=C(C=C1)C1CC2CCC(C1)N2C(\C=C\CN(C)C)=O)C